BrC1=CC=C2C(=CC(=NC2=C1OC)C=1C=C(C(=O)OC(C)(C)C)C=CC1)N1C=NC=C1 tert-Butyl 3-(7-bromo-4-(1H-imidazol-1-yl)-8-methoxyquinolin-2-yl)benzoate